CC(C)(C)OC(=O)N1CC(CC1)C1=NC=C(C=N1)C(=O)OC methyl 2-(1-{[(2-methylprop-2-yl)oxy]carbonyl}tetrahydro-1H-pyrrol-3-yl)pyrimidine-5-carboxylate